1-((1R,5S)-3-oxa-7,9-diazabicyclo[3.3.1]nonan-9-yl)-3,3-dimethylbutan-1-one [C@H]12COC[C@H](CNC1)N2C(CC(C)(C)C)=O